5-(4-cyano-3-fluorophenyl)-4-(3-hydroxy-4-methoxyphenyl)-1-methyl-1H-pyrazole C(#N)C1=C(C=C(C=C1)C1=C(C=NN1C)C1=CC(=C(C=C1)OC)O)F